3',5-Dimethyl-2-(3-methylbut-2-enoyl)-1'-phenyl-2H-spiro[phthalazine-1,4'-pyrazol]-5'(1'H)-one CC1=NN(C(C12N(N=CC1=C(C=CC=C12)C)C(C=C(C)C)=O)=O)C1=CC=CC=C1